butyl hexyl phosphate dodecylamine salt C(CCCCCCCCCCC)N.P(=O)(OCCCC)(OCCCCCC)O